N(=[N+]=[N-])CCN1C(=NC=C1)C1=NN2C(C(=N1)NC1=NC=CC(=C1)OC)=C(C(=C2)C2=NN(C=C2)C)C 2-(1-(2-azidoethyl)-1H-imidazol-2-yl)-N-(4-methoxypyridin-2-yl)-5-methyl-6-(1-methyl-1H-pyrazol-3-yl)pyrrolo[2,1-f][1,2,4]triazin-4-amine